FC=1C(=C(C=C2C(=NC(=NC12)OC[C@]12CCCN2C[C@@H](C1)F)N1CCOCCC1)C#N)C1=CC(=CC2=CC=CC=C12)O 8-fluoro-2-(((2R,7aS)-2-fluorotetrahydro-1H-pyrrolizin-7a(5H)-yl)methoxy)-7-(3-hydroxynaphthalen-1-yl)-4-(1,4-oxazepan-4-yl)quinazoline-6-carbonitrile